3-(4-methylphenyl)-4,5-dihydro-1H-pyrazole-1-carboxylic acid chloride CC1=CC=C(C=C1)C1=NN(CC1)C(=O)Cl